4-phenyl-1,3-thiazol C1(=CC=CC=C1)C=1N=CSC1